ClCCN(C(=O)NC1CCCCC1)N=O 1-(2-chloroethyl)-3-cyclohexyl-1-nitroso-urea